N-(5-(5-cyclopropoxypyridin-2-yl)-1-methyl-1H-1,2,4-triazol-3-yl)-3-methylpyridin-2-amine C1(CC1)OC=1C=CC(=NC1)C1=NC(=NN1C)NC1=NC=CC=C1C